[C@H]12CCN(C[C@@H]2[C@H]1C(=O)OCC)C(=O)OCC1=CC=CC=C1 O4-benzyl O7-ethyl (1R,6S,7S)-4-azabicyclo[4.1.0]heptane-4,7-dicarboxylate